C(C)OC(C1=C(C=CC=C1)NC(C)C=1C=C(C=C2C(C(=C(NC12)N1C=C2C=CC=CC2=C1)C)=O)C)=O 2-((1-(2-(Isoindol-2-yl)-3,6-dimethyl-4-oxo-1,4-dihydroquinolin-8-yl)ethyl)amino)benzoic acid ethyl ester